ClC1=CC=C(C=C1)N1C2=NC(=NC(=C2N=C1C=1C=NC(=CC1)C#N)N1CCC(CC1)(C(=O)N)C)N1[C@@H](CCC1)CO [9-(4-chlorophenyl)-8-(6-cyano-3-pyridinyl)-2-[(2S)-2-(hydroxymethyl)pyrrolidin-1-yl]purin-6-yl]-4-methyl-piperidine-4-carboxamide